BrC1=CC2=C3C(C=4C=CC=CC4C4=C3C(C=3C(=C5C6=C(C7=C(C5=C(C23)C2=CC=CC=C2)C=C(C=C7)C7=CC=CC=C7)C=CC(=C6)C6=CC=CC=C6)C6=CC=CC=C6)=CC(=C4)Br)=C1 2,9-dibromo-11,13,18,20-tetraphenyltetrabenzo[a,c,hi,qr]pentacene